N-(3-((3-cyclopropyl-1-(2-fluoro-4-iodophenyl)-6,8-dimethyl-2,4,7-trioxo-1,2,3,4,7,8-hexahydropyrido[2,3-d]pyrimidin-5-yl)oxy)phenyl)methanesulfinamide C1(CC1)N1C(N(C2=C(C1=O)C(=C(C(N2C)=O)C)OC=2C=C(C=CC2)NS(=O)C)C2=C(C=C(C=C2)I)F)=O